BrC1=CN=C(S1)C1=C(C=C2CC(N3C(C2=C1)OC(C3=O)=O)C(C)C)OCCCOC 9-(5-Bromothiazol-2-yl)-5-isopropyl-8-(3-methoxypropoxy)-5,6-dihydro-2H-oxazolo[2,3-a]isoquinoline-2,3(10bH)-dione